tert-butyl 4-(6-fluoro-2-methyl-1-oxo-isoindolin-4-yl)piperazine-1-carboxylate FC1=CC(=C2CN(C(C2=C1)=O)C)N1CCN(CC1)C(=O)OC(C)(C)C